The molecule is dianion of 3,3'-biflaviolin arising from selective deprotonation of the OH groups at the 2- and 2'-positions. It is a conjugate base of a 3,3'-biflaviolin. It is a conjugate acid of a 3,3'-biflaviolin(3-). C1=C(C=C(C2=C1C(=O)C(=O)C(=C2[O-])C3=C(C4=C(C=C(C=C4O)O)C(=O)C3=O)[O-])O)O